N-[5-({4-[4-(2-hydroxyethyl)piperazin-1-yl]phenyl}carbamoyl)-2-methylphenyl]-1-methyl-1H-imidazole-5-carboxamide OCCN1CCN(CC1)C1=CC=C(C=C1)NC(=O)C=1C=CC(=C(C1)NC(=O)C1=CN=CN1C)C